N[C@H](CC#CC=1C(=C(C(=CC1)O)N1CC(NS1(=O)=O)=O)F)C (S)-5-(3-(4-aminopent-1-yn-1-yl)-2-fluoro-6-hydroxyphenyl)-1,2,5-thiadiazolidin-3-one 1,1-dioxide